C(C)OC(C(=O)[O-])(O)CCC(C(=O)[O-])O ethoxyethylendiglycolat